(1S,2S)-2-fluoro-N-[2-(5-fluoro-2-methoxyphenyl)-1-methylpyrrolo[2,3-c]pyridin-5-yl]cyclopropane-1-carboxamide F[C@@H]1[C@@H](C1)C(=O)NC=1C=C2C(=CN1)N(C(=C2)C2=C(C=CC(=C2)F)OC)C